6-fluoro-N-methyl-5-(4-((3-oxo-3,4,8,9-tetrahydroindolizino[6,5,4,3-ija]quinoxalin-6-yl)methyl)piperazin-1-yl)pyridinecarboxamide FC1=C(C=CC(=N1)C(=O)NC)N1CCN(CC1)CC=1C=C2NC(C=3N4C2=C(C1)CCC4=CC3)=O